C(C)(C)(C)OC(=O)N1CCC(CC1)(O)C=1C=C2CN(C(C2=CC1)=O)C1C(NC(CC1)=O)=O 4-(2-(2,6-dioxopiperidin-3-yl)-1-oxoisoindolin-5-yl)-4-hydroxypiperidine-1-carboxylic acid tert-butyl ester